6-[5-[[1-[2-(aminomethyl)-3,3-difluoro-allyl]-5-oxo-1,2,4-triazol-4-yl]methyl]-3-thienyl]-8-fluoro-1H-quinolin-2-one NCC(CN1N=CN(C1=O)CC1=CC(=CS1)C=1C=C2C=CC(NC2=C(C1)F)=O)=C(F)F